N-(cyclopropylmethyl)-5-(5-(3,5-dichlorophenyl)-5-(trifluoromethyl)-4,5-dihydroisoxazol-3-yl)-3-methyl-5,6-dihydro-4H-thieno[2,3-c]pyrrole-2-carboxamide C1(CC1)CNC(=O)C1=C(C2=C(CN(C2)C2=NOC(C2)(C(F)(F)F)C2=CC(=CC(=C2)Cl)Cl)S1)C